C(C)(C)(C)OC(=O)N1C[C@@H](OCC1)CO (R)-N-tert-butyloxycarbonyl-2-hydroxymethylmorpholine